OC=1C(=NC=CC1)C(=O)NC=1SC2=C(N1)C=CC(=C2)NNC(=O)N=N (2-(3-hydroxypicolinamido)benzo[d]thiazol-6-yl)carbazone